Fluoroheptanoate FC(C(=O)[O-])CCCCC